FC=1C=C(C=C(C1C1C(=C(CC1)C(=O)N)C(=O)NOC)F)C1=CC(=CC=C1)OC([2H])([2H])[2H] (3,5-Difluoro-3'-(methoxy-d3)-[1,1'-biphenyl]-4-yl)-N2-methoxycyclopent-1-ene-1,2-dicarboxamide